FC1=C(C=C(C=C1)F)[C@@H]1N(CCC1)C=1N=C2C(=CC=NC2=CC1)N1CC(CC1)O 1-(6-((R)-2-(2,5-difluorophenyl)pyrrolidin-1-yl)-1,5-naphthyridin-4-yl)pyrrolidin-3-ol